C1(=CC=C(C=C1)N(C=1C=CC=2C=3C=C4C(=CC3C(C2C1)(CCCCCCCC)CCCCCCCC)C1=CC=C(C=C1C4(CCCCCCCC)CCCCCCCC)N(C4=CC=CC=C4)C4=CC=C(C=C4)C4=CC=CC=C4)C4=CC=CC=C4)C4=CC=CC=C4 N,N'-bis(biphenyl-4-yl)-6,6,12,12-tetraoctyl-N,N'-diphenyl-6H,12H-indeno[1,2-b]fluorene-2,8-diamine